N1(CCCCCC1)C=1C=2N(N=C(C1)C=1C(NC(NC1)=O)=O)C=CN2 5-(8-(azepan-1-yl)imidazo[1,2-b]pyridazin-6-yl)pyrimidine-2,4(1H,3H)-dione